(4S)-7-chloro-6-(3-fluoro-2-pyridyl)-N-(3-hydroxycyclobutyl)-4-methyl-8-(trifluoromethyl)-4H-imidazo[1,2-a][1,4]benzodiazepine-2-carboxamide ClC1=C(C=CC2=C1C(=N[C@H](C=1N2C=C(N1)C(=O)NC1CC(C1)O)C)C1=NC=CC=C1F)C(F)(F)F